5-(benzyloxy)-1-(4-fluoro-3-methylphenyl)-1H-indole C(C1=CC=CC=C1)OC=1C=C2C=CN(C2=CC1)C1=CC(=C(C=C1)F)C